N[C@@H](CC1=CC=C(C=C1)O)C(=O)[NH-] tyrosyl-amide